CN1CC(C1)(C)[C@@](C=1C=NC=C(C#N)C1)(C1=CC=C(C=C1)CC(F)(F)F)O 5-{(R)-(1,3-Dimethyl-azetidin-3-yl)-hydroxy-[4-(2,2,2-trifluoro-ethyl)-phenyl]-methyl}-nicotinonitrile